CN1N=C(C2=CC=C(C=C12)COC1=CC=CC(=N1)C1CCN(CC1)CC1=NC2=C(N1C[C@H]1OCC1)C=C(C=C2)C(=O)O)C (S)-2-((4-(6-((1,3-Dimethyl-1H-indazol-6-yl)methoxy)pyridin-2-yl)piperidine-1-yl)methyl)-1-(oxetan-2-ylmethyl)-1H-benzo[d]imidazole-6-carboxylic acid